(R)-2-(tert-butylamino)-1-(5-fluoropyridin-3-yl)ethan-1-ol C(C)(C)(C)NC[C@H](O)C=1C=NC=C(C1)F